3-(dimethylamino)azetidine hydrochloride Cl.CN(C1CNC1)C